C(C1=CC=CC=C1)OC(=O)N([C@@H](COC[C@@H](C)OCC1=CC=CC=C1)C(=O)O)C N-((benzyloxy)carbonyl)-O-((R)-2-(benzyloxy)propyl)-N-methyl-L-serine